O=C1NC(CCC1N1C(N(C2=C1C=CC=C2C2C(CN(CC2)C(=O)OC(C)(C)C)F)C)=O)=O Tert-butyl 4-[1-(2,6-dioxo-3-piperidyl)-3-methyl-2-oxo-benzimidazol-4-yl]-3-fluoro-piperidine-1-carboxylate